5-bromo-6-(chloromethyl)-2-(methylthio)pyrimidin-4-ol Tert-butyl-4-(4-oxo-3,4-dihydroquinazolin-2-yl)-2-azabicyclo[2.1.1]hexane-2-carboxylate C(C)(C)(C)C12N(CC(C1)(C2)C2=NC1=CC=CC=C1C(N2)=O)C(=O)OC2=NC(=NC(=C2Br)CCl)SC